6-{8-[(2-cyano-2-methylideneethyl)amino]-7-(difluoromethoxy)naphthalen-2-yl}-N-(1-methylpiperidin-4-yl)pyridine-2-carboxamide C(#N)C(CNC=1C(=CC=C2C=CC(=CC12)C1=CC=CC(=N1)C(=O)NC1CCN(CC1)C)OC(F)F)=C